3-((3-(2-(diisopropylamino)ethyl)-1H-indol-4-yl)oxy)-3-oxopropionic acid C(C)(C)N(CCC1=CNC2=CC=CC(=C12)OC(CC(=O)O)=O)C(C)C